C(#N)C=1C=CC=C2NC[C@@H](NC12)[C@@H](C1=CC=CC=C1)NCCC=1C=C(C=C(C1)F)CC(=O)O 2-(3-(2-(((R)-((R)-8-cyano-1,2,3,4-tetrahydroquinoxalin-2-yl)(phenyl)methyl)amino)ethyl)-5-fluorophenyl)acetic acid